C(C)C1=NC=CC(C1OCC1=CC=C(C=C1)O)=O 2-ethyl-3-(4-hydroxybenzyloxy)-pyridin-4-one